6-(trifluoromethyl)pyridinecarboxaldehyde FC(C1=CC=CC(=N1)C=O)(F)F